methyl (E)-3-amino-4-(3-(tert-butoxy)-3-oxoprop-1-en-1-yl)thiophene-2-carboxylate NC1=C(SC=C1\C=C\C(=O)OC(C)(C)C)C(=O)OC